(S)-3-(benzyl-((R)-1-phenylethyl)amino)-3-(5-fluoro-3'-methoxybiphenyl-3-yl)propanoic acid ethyl ester C(C)OC(C[C@@H](C=1C=C(C=C(C1)F)C1=CC(=CC=C1)OC)N([C@H](C)C1=CC=CC=C1)CC1=CC=CC=C1)=O